ClC=1C(N(N=CC1NC[C@@H]1COCCS1(=O)=O)[C@@H]1CC[C@@H](CC1)N(C1=CC=C(C=C1)OCF)C1CC1)=O cis-4-chloro-2-[4-[N-cyclopropyl-4-(fluoromethoxy)anilino]cyclohexyl]-5-[[(3R)-4,4-dioxo-1,4-oxathian-3-yl]methylamino]pyridazin-3-one